CC1=CC=2C(C3=CC(=C(C(=C3OC2C(=C1O)C)C)O)C)C(C)C 2,4,5,7-Tetramethyl-9-propan-2-yl-9H-xanthene-3,6-diol